pyrenyl-triethoxysilane C1(=CC=C2C=CC3=CC=CC4=CC=C1C2=C34)[Si](OCC)(OCC)OCC